[(2-pyridyl)mesityl]methyleneamine N1=C(C=CC=C1)C1=C(C(=C(C=C1C)C)C=N)C